CC12CC3(CC(CC(C1)(C3)C3=CC=CC=C3)C2)C(=O)O rac-3-methyl-5-phenyladamantane-1-carboxylic acid